6-cyclobutoxy-4-(3-(4-(5-(trifluoromethyl)pyrimidin-2-yl)piperazine-1-carbonyl)benzyl)phthalazin-1(2H)-one Methyl-3-((7-cyclobutoxy-4-oxo-3,4-dihydrophthalazin-1-yl)methyl)benzoate COC(C1=CC(=CC=C1)CC1=NNC(C2=CC=C(C=C12)OC1CCC1)=O)=O.C1(CCC1)OC=1C=C2C(=NNC(C2=CC1)=O)CC1=CC(=CC=C1)C(=O)N1CCN(CC1)C1=NC=C(C=N1)C(F)(F)F